3-((4-(5-chloro-3-methyl-2-(((6S)-6-methylmorpholin-2-yl)methyl)phenyl)pyrrolo[2,1-f][1,2,4]triazin-6-yl)methyl)-1-methyldihydropyrimidine-2,4(1H,3H)-dione ClC=1C=C(C(=C(C1)C1=NC=NN2C1=CC(=C2)CN2C(N(CCC2=O)C)=O)CC2CNC[C@@H](O2)C)C